(γ-cyanopropyl)amine C(#N)CCCN